ClC1=NC=CC(=N1)N1C(N(C2=C1C=CC=C2)C)=O (2-Chloropyrimidin-4-yl)-3-methyl-1H-benzo[d]imidazol-2(3H)-one